OC1=C(C(=CC=C1)O[C@@H]1O[C@@H]([C@H]([C@@H]([C@H]1O)O)O)CO)C(C=CC1=CC=C(C=C1)C)=O 1-[2-Hydroxy-6-[(2S,3R,4S,5S,6R)-3,4,5-trihydroxy-6-(hydroxymethyl)oxan-2-yl]oxyphenyl]-3-(4-methylphenyl)prop-2-en-1-one